C(C)(=O)C=1C=C(C=CC1)NC(NC=1C=C2C(N(C(N(C2=CC1)CC1=CC=C(C(=O)OC)C=C1)=O)CCOC)=O)=O methyl 4-((6-(3-(3-acetylphenyl)ureido)-3-(2-methoxyethyl)-2,4-dioxo-3,4-dihydroquinazolin-1(2H)-yl)methyl)benzoate